sodium aluminium ethyl chloride C(C)Cl.[Al].[Na]